ClC=1C(=C(C(=CC1N1CC2C(C2C1)N(C)C)F)S(=O)(=O)NC1=NC(=CC=C1)F)F 3-chloro-4-(6-(dimethylamino)-3-azabicyclo[3.1.0]hexan-3-yl)-2,6-difluoro-N-(6-fluoropyridin-2-yl)benzenesulfonamide